FC(S(=O)(=O)OC1=NC(=NC=2C[C@@]3(CCC12)CC1=CC=CC(=C1CC3)F)SC)(F)F (R)-5-Fluoro-2'-(methylthio)-3,4,5',8'-tetrahydro-1H,6'H-spiro[naphthalene-2,7'-quinazolin]-4'-yl trifluoromethanesulfonate